methyl 5-hydroxy-1-methyl-6-oxo-2-phenyl-1,6-dihydropyrimidine-4-carboxylate OC1=C(N=C(N(C1=O)C)C1=CC=CC=C1)C(=O)OC